COC[C@@H](CC(=O)O)C1=CC(=C(C=C1)[C@@H](CC)N1CCOCC1)NC=1C=NC(=CC1)COC (S)-4-methoxy-3-(3-((6-(methoxymethyl)pyridin-3-yl)amino)-4-((R)-1-morpholinopropyl)phenyl)butanoic acid